NC(C(=O)OC(C)(C)C)C tert-butyl aminopropionate